C(C)(C)(C)OC(=O)N1CC(C1)(O)C1=NC=CC(=C1)Br 3-(4-bromopyridin-2-yl)-3-hydroxyazetidine-1-carboxylic acid tert-butyl ester